2-(3-methoxyphenyl)-1-(3-(5-(7-(1-methyl-1H-pyrazol-4-yl)quinolin-5-yl)pyrazin-2-yl)-3,6-diazabicyclo[3.1.1]heptan-6-yl)ethan-1-one COC=1C=C(C=CC1)CC(=O)N1C2CN(CC1C2)C2=NC=C(N=C2)C2=C1C=CC=NC1=CC(=C2)C=2C=NN(C2)C